C1=C(C=CC=2C=CC=3C=CC=4C=CC=CC4C3C21)B(O)O benzo[c]phenanthren-2-ylboronic acid